N[C@H]1[C@@H](CCC[C@@H]1O)OC1=NC(=C(C=2N=C(N=C(C21)O)SC)F)Cl |o1:1,2,6| 5-(((1R*,2R*,3S*)-2-amino-3-hydroxycyclohexyl)oxy)-7-chloro-8-fluoro-2-(methylthio)pyrido[4,3-d]pyrimidin-4-ol